C[C@H](CO)CC1CCN(CC1)C (S)-2-methyl-3-(1-methylpiperidin-4-yl)propan-1-ol